[C@H]12COC[C@H](CC(C1)N(C1=CC=C(N=N1)C1=C(C=C(C=C1)C=1C=NNC1)O)C)N2 2-(6-(((1R,5S,7r)-3-oxa-9-azabicyclo[3.3.1]nonan-7-yl)(methyl)amino)pyridazin-3-yl)-5-(1H-pyrazol-4-yl)phenol